(S)-4-(1-naphthyl)-5,5-dimethyl-oxazolidinone C1(=CC=CC2=CC=CC=C12)[C@@H]1NC(OC1(C)C)=O